CC1=C(C=CC=C1NC(C1=NC=C(C(=C1)OC)CNC1COC1)=O)C1=C(C(=CC=C1)NC(C1=NC=C(C(=C1)OC)CNC1COC1)=O)C N,N'-(2,2'-dimethyl-[1,1'-biphenyl]-3,3'-diyl)bis(4-methoxy-5-((oxetan-3-ylamino)methyl)picolinamide)